COC1=C(CNC=2C3=C(N=CN2)C(=CS3)C=3C(=NNC3)C)C=CC(=C1)OC N-(2,4-dimethoxybenzyl)-7-(3-methyl-1H-pyrazol-4-yl)thieno[3,2-d]pyrimidin-4-amine